p-toluenesulfonyl-3-benzylideneazetidine C(C1=CC=CC=C1)S(=O)(=O)C1=CC=C(C=C2CNC2)C=C1